The molecule is a dipeptide obtained by formal condensation of the carboxy group of L-glutamine with the amino group of L-tyrosine. It derives from a L-glutamine and a L-tyrosine. C1=CC(=CC=C1C[C@@H](C(=O)O)NC(=O)[C@H](CCC(=O)N)N)O